NC=1C(=NC(=C(N1)C=1OC=CN1)C1=CN(C(C=C1)=O)C)C(=O)NCC1=NC(=CC=C1)N(C)C 3-amino-N-((6-(dimethylamino)pyridin-2-yl)methyl)-6-(1-methyl-6-oxo-1,6-dihydropyridin-3-yl)-5-(oxazol-2-yl)pyrazine-2-carboxamide